CC1=C(NC=2N=CC3=CC=NC=C3C21)C=2C=C(C(=O)O)C=CC2 3-(9-methyl-7H-pyrrolo[2,3-c][2,6]naphthyridin-8-yl)benzoic acid